C(=C(Cl)Cl)Cl 1,1,1-trichloroethylene